6-ethyl-2-methyl-octane C(C)C(CCCC(C)C)CC